C(C)(=O)OC1=CC=C(C=C1)C(C)(C)C1=CC=C(C=C1)OC(C)=O 2,2-bis(4-acetoxyphenyl)propane